CN1N=CC=2N=C(N=C(C21)NCC2=CC=C(C=C2)B(O)O)C2=NC=CN=C2 4-([[1-methyl-5-(pyrazin-2-yl)pyrazolo[4,3-d]pyrimidin-7-yl]amino]methyl)-phenylboronic acid